C(C)(C)(C)C1=C(C=C(C=N1)C=1N=C2SC[C@H](CN2C(C1C#N)=O)C)O (S)-8-(6-(tert-butyl)-5-hydroxypyridin-3-yl)-3-methyl-6-oxo-3,4-dihydro-2H,6H-pyrimido[2,1-b][1,3]thiazine-7-carbonitrile